ClC=1C(=C(C=CC1)NN1C(=CC=2C(NCCC21)=O)C2=C(C=NC=C2)OC[C@H]2N(CC2(C)C)C(C=C)=O)OC [(3-chloro-2-methoxyphenyl)amino]-2-(3-{[(2S)-3,3-dimethyl-1-(prop-2-enoyl)azetidin-2-yl]methoxy}pyridin-4-yl)-1H,5H,6H,7H-pyrrolo[3,2-c]pyridin-4-one